9-(2-(3-chlorophenoxy)ethyl)-9H-purin-6-amine ClC=1C=C(OCCN2C3=NC=NC(=C3N=C2)N)C=CC1